FC1=C(C=CC=C1)[C@H](CC1=NC(=NC(=N1)N[C@@H](CO)CC(C)C)NS(=O)(=O)C)C |o1:7| N-(4-((S*)-2-(2-fluorophenyl)propyl)-6-(((R)-1-hydroxy-4-methylpentan-2-yl)amino)-1,3,5-triazin-2-yl)methanesulfonamide